(S)-2-(((1-((6-fluoro-4-methylpyridin-3-yl)methyl)-1H-pyrazol-4-yl)methyl)amino)-4,7,8-trimethyl-7,8-dihydropteridin-6(5H)-one FC1=CC(=C(C=N1)CN1N=CC(=C1)CNC1=NC=2N([C@H](C(NC2C(=N1)C)=O)C)C)C